CC1=C(C=CC(=C1)OC1=CC=CC=C1)N1C2=C(SC=3N=CC=C(NC1=O)C32)C(=O)N (S)-(2-methyl-4-phenoxyphenyl)-4-oxo-4,5-dihydro-3H-1-thia-3,5,8-triazaacenaphthylene-2-carboxamide